(S)-6-vinyl-6-methyl-1-(1-methylethyl)-3-(1-methylethylidene)cyclohexene C(=C)[C@@]1(CCC(C=C1C(C)C)=C(C)C)C